tert-butyl 4-(4-(3'-chloro-4'-(3-(difluoromethyl)-2-oxo-2,3-dihydro-1H-imidazol-1-yl)-5-fluoro-2-methoxy-[1,1'-biphenyl]-3-yl)pyridin-2-yl)piperazine-1-carboxylate ClC=1C=C(C=CC1N1C(N(C=C1)C(F)F)=O)C1=C(C(=CC(=C1)F)C1=CC(=NC=C1)N1CCN(CC1)C(=O)OC(C)(C)C)OC